FC(N1N=C(C(=N1)CO)C(F)F)F [2,5-bis(difluoromethyl)triazol-4-yl]methanol